diazaborinane [B]1CCCNN1